(2R,6S)-4-(4-aminobenzoyl)-2,6-dimethylpiperazine-1-carboxylic acid tert-butyl ester C(C)(C)(C)OC(=O)N1[C@@H](CN(C[C@@H]1C)C(C1=CC=C(C=C1)N)=O)C